6-(Cyclopropanecarboxamido)-4-((1-ethyl-4-fluoro-7-methoxy-1H-indazol-6-yl)amino)-N-(methyl-d3)nicotinamide C1(CC1)C(=O)NC1=NC=C(C(=O)NC([2H])([2H])[2H])C(=C1)NC1=CC(=C2C=NN(C2=C1OC)CC)F